tert-butyl 2,8-diazaspiro[4.5]decan-8-carboxylate C1NCCC12CCN(CC2)C(=O)OC(C)(C)C